pentadiene fluoride [F-].C=CC=CC